4-[3-Chloro-4-(1-methyl-1H-imidazol-2-ylsulfanyl)-phenylamino]-6-methoxy-7-(3-morpholin-4-yl-propoxy)-quinoline-3-carbonitrile ClC=1C=C(C=CC1SC=1N(C=CN1)C)NC1=C(C=NC2=CC(=C(C=C12)OC)OCCCN1CCOCC1)C#N